diisododecyl-benzene diisocyanate [N-]=C=O.[N-]=C=O.C(CCCCCCCCC(C)C)C1=C(C=CC=C1)CCCCCCCCCC(C)C